1-methylpiperidin-3-amine CN1CC(CCC1)N